P(=O)(O)(O)OCC=1C(=C(C(=NC1)C)O)C=O Pyridoxal phosphate